(S)-4-((tert-butoxycarbonyl)amino)-2-hydroxybutanoic acid C(C)(C)(C)OC(=O)NCC[C@@H](C(=O)O)O